FC=1C=C2NC(C=3N(C2=C(C1C1=C2C=CN(C2=CC=C1)C)OC)C(=NN3)C)(C)C 7-Fluoro-9-methoxy-1,4,4-trimethyl-8-(1-methyl-1H-indol-4-yl)-5H-[1,2,4]triazolo[4,3-a]quinoxaline